N,2,6-trimethylbenzamide CNC(C1=C(C=CC=C1C)C)=O